ClP1O[C@@H]([C@H]2N1CCC2)C[Si](C2=CC=CC=C2)(C2=CC=CC=C2)C [(3S,3aS)-1-chloro-3a,4,5,6-tetrahydro-3H-pyrrolo[1,2-c][1,3,2]oxazaphosphol-3-yl]methyl-methyl-diphenyl-silane